cholesteryl 2,4-dichlorobenzoate C[C@H](CCCC(C)C)[C@H]1CC[C@@H]2[C@@]1(CC[C@H]3[C@H]2CC=C4[C@@]3(CC[C@@H](C4)OC(=O)C5=C(C=C(C=C5)Cl)Cl)C)C